C(C1=CC=CC=C1)N1C(N2C3=C(C=CC=C3C13C(N(C1=CC=CC=C13)C)=O)C=C2)=O benzyl-1-Methylspiro[indoline-3,1'-pyrrolo[3,2,1-ij]quinazoline]-2,3'(2'H)-dione